(S)-7-((1-hydroxycyclopropyl)methoxy)-5-(6-(3-((6-methoxypyridin-3-yl)oxy)pyrrolidin-1-yl)pyridin-3-yl)imidazo[1,2-a]pyridine-3-carbonitrile OC1(CC1)COC1=CC=2N(C(=C1)C=1C=NC(=CC1)N1C[C@H](CC1)OC=1C=NC(=CC1)OC)C(=CN2)C#N